ClC=1C=C2C(=NC(=NC2=C(C1C1=CC(=CC2=CC=CC=C12)O)F)OC[C@H]1N(CCC1)C)N1CCC2(CN(C2)C(C=C)=O)CC1 1-(7-(6-chloro-8-fluoro-7-(3-hydroxynaphthalen-1-yl)-2-(((S)-1-methylpyrrolidin-2-yl)methoxy)quinazolin-4-yl)-2,7-diazaspiro[3.5]nonan-2-yl)prop-2-en-1-one